N-[(2-chloro-quinolin-7-yl)methyl]-N-(2-methanesulfonylpyridin-3-yl)-2-{[1-(trifluoromethyl)cyclopropyl]amino}acetamide ClC1=NC2=CC(=CC=C2C=C1)CN(C(CNC1(CC1)C(F)(F)F)=O)C=1C(=NC=CC1)S(=O)(=O)C